N1N=CC=C1[C@H]1CN(CC1)C=O ((R)-3-(1H-pyrazol-5-yl)pyrrolidin-1-yl)methanone